(3-chloropropyl)triethoxysilane (R)-1-(2-chloropyridin-3-yl)ethyl-(4-(5-(isonicotinamido)pyridin-2-yl)-1-methyl-1H-1,2,3-triazol-5-yl)carbamate ClC1=NC=CC=C1[C@@H](C)N(C(O)=O)C1=C(N=NN1C)C1=NC=C(C=C1)NC(C1=CC=NC=C1)=O.ClCCC[Si](OCC)(OCC)OCC